3-(6-butyl-7-oxo-1H-pyrrolo[2,3-c]pyridin-4-yl)-N,N-dimethylbenzamide C(CCC)N1C(C2=C(C(=C1)C=1C=C(C(=O)N(C)C)C=CC1)C=CN2)=O